triphenylmethylsulfamide C1(=CC=CC=C1)C(C1=CC=CC=C1)(C1=CC=CC=C1)NS(=O)(=O)N